4-bromo-7-methoxy-1-{[2-(trimethylsilyl)ethoxy]methyl}-1H-pyrrolo[2,3-c]pyridine-2-carbaldehyde BrC1=C2C(=C(N=C1)OC)N(C(=C2)C=O)COCC[Si](C)(C)C